N-methyl-1-(4-(6-(2-(4-(1,1,1-trifluoropropan-2-yl)pyridin-2-yl)acetamido)pyridazin-3-yl)butyl)-1H-1,2,3-triazole-4-carboxamide CNC(=O)C=1N=NN(C1)CCCCC=1N=NC(=CC1)NC(CC1=NC=CC(=C1)C(C(F)(F)F)C)=O